C(C)(C)N1CCN(CC1)C1=CC=C(C=C1)NC(=O)C=1C(NC=CC1NC=1C=NC=C(C1C)NC1=CC=CC=C1)=O N-(4-(4-Isopropylpiperazin-1-yl)phenyl)-4-((4-methyl-5-(phenylamino)pyridin-3-yl)amino)-2-oxo-1,2-dihydropyridine-3-carboxamide